(2-methyl-2-azaspiro[3.3]heptane-6-yl)-1H-pyrazol-4-ol CN1CC2(C1)CC(C2)N2N=CC(=C2)O